(S)-1-((R)-2-((1-chloro-4-(2-chloro-4-fluorophenyl)isoquinolin-7-yl)oxy)propanoyl)piperidine-3-carboxamide ClC1=NC=C(C2=CC=C(C=C12)O[C@@H](C(=O)N1C[C@H](CCC1)C(=O)N)C)C1=C(C=C(C=C1)F)Cl